1-(4-fluorobenzyl)-3-(4-isobutoxybenzyl)-1-((1-methylazetidin-3-yl)methyl)urea FC1=CC=C(CN(C(=O)NCC2=CC=C(C=C2)OCC(C)C)CC2CN(C2)C)C=C1